N-[(6-Amino-2-pyridyl)sulfonyl]-6-(3-fluoro-5-isobutoxyphenyl)-2-[2-(4-pyridyl)ethoxy]pyridin-3-carboxamid NC1=CC=CC(=N1)S(=O)(=O)NC(=O)C=1C(=NC(=CC1)C1=CC(=CC(=C1)OCC(C)C)F)OCCC1=CC=NC=C1